pyrrolo[3,2-c]pyridine-1,2-dicarboxylate N1(C(=CC=2C=NC=CC21)C(=O)[O-])C(=O)[O-]